N-((2R,3S)-1-(1-(4-fluorophenyl)-1H-indazol-5-yl)-4,4-dimethyl-5-oxo-2-phenylpyrrolidin-3-yl)-5-methylthiazole-4-carboxamide FC1=CC=C(C=C1)N1N=CC2=CC(=CC=C12)N1[C@@H]([C@H](C(C1=O)(C)C)NC(=O)C=1N=CSC1C)C1=CC=CC=C1